N-tert.-Butyl-4-[[2-(4-fluorophenyl)acetyl]amino]pyridin C(C)(C)(C)N1CC=C(C=C1)NC(CC1=CC=C(C=C1)F)=O